C1(=CC=CC=C1)C=1C=CC=2N(C3=CC=C(C=C3C2C1)C1=CC=CC=C1)C=1C(=C(C(=CC1N1C2=CC=C(C=C2C=2C=C(C=CC12)C1=CC=CC=C1)C1=CC=CC=C1)N1C2=CC=C(C=C2C=2C=C(C=CC12)C1=CC=CC=C1)C1=CC=CC=C1)C#N)C1=CC=NC=C1 3,4,6-tris(3,6-diphenylcarbazol-9-yl)-2-(pyridin-4-yl)benzene-1-carbonitrile